Menthyl succinate (Menthyl Succinate) C1(CC(C(CC1)C(C)C)C(C(=O)O)CC(=O)O)C.C(CCC(=O)O)(=O)OC1CC(CCC1C(C)C)C